C[C@H](CCCC(C)C)[C@H]1CC[C@H]2[C@@H]3CC=C4C[C@H](CC[C@@]4([C@H]3CC[C@]12C)C)O (3S,8S,9S,10R,13R,14S,17R)-17-((R)-1,5-dimethyl-hexyl)-10,13-dimethyl-2,3,4,7,8,9,10,11,12,13,14,15,16,17-tetradecahydro-1H-cyclopenta[a]phenanthren-3-ol